OC1=CC=C2C(=C(NC2=C1)C)C(=O)OC methyl 6-hydroxy-2-methylindole-3-carboxylate